2-(methylamino-methyl)prop-2-en-1-ol CNCC(CO)=C